ClC1=NC=C(C(=N1)Cl)COCCOC 2,4-dichloro-5-((2-methoxyethoxy)methyl)pyrimidine